N-((2-(2,6-dioxopiperidin-3-yl)-1-oxoisoindolin-5-yl)methyl)-2-(4-fluorophenyl)quinoline-4-Carboxamide O=C1NC(CCC1N1C(C2=CC=C(C=C2C1)CNC(=O)C1=CC(=NC2=CC=CC=C12)C1=CC=C(C=C1)F)=O)=O